7-(4-(N-(4-(2-methylcycloprop-2-ene-1-carboxamido)butanoyl)sulfamoyl)benzamido)heptanoic acid CC=1C(C1)C(=O)NCCCC(=O)NS(=O)(=O)C1=CC=C(C(=O)NCCCCCCC(=O)O)C=C1